water Calcium silicate [Si]([O-])([O-])([O-])[O-].[Ca+2].O.[Ca+2]